[H-].[H-].[Ti+2] titanium bishydride